FC1=C(C=C(C(=C1)C)F)C1CC=NN1C(=O)C12CC(C1)(C2)COC2=NC=C(N=C2)C=2C=NN(C2)C (5-(2,5-difluoro-4-methylphenyl)-4,5-dihydro-1H-pyrazol-1-yl)(3-(((5-(1-methyl-1H-pyrazol-4-yl)pyrazin-2-yl)oxy)methyl)bicyclo[1.1.1]pentan-1-yl)methanone